2-[5-[(3R)-3-aminopyrrolidin-1-yl]sulfonyl-3-methyl-indol-1-yl]-N-[[4-(azetidin-3-ylamino)phenyl]methyl]propanamide N[C@H]1CN(CC1)S(=O)(=O)C=1C=C2C(=CN(C2=CC1)C(C(=O)NCC1=CC=C(C=C1)NC1CNC1)C)C